ClC(C1=CC=CC=C1)C1=CC=CC=C1 chloro-di-phenylmethane